4-(3-(difluoromethyl)morpholine-4-carbonyl)-2,6-dimethoxybenzenesulfonamide FC(C1N(CCOC1)C(=O)C1=CC(=C(C(=C1)OC)S(=O)(=O)N)OC)F